BrC1=CC=2C(=NC=C(C2)Cl)N1COCC[Si](C)(C)C bromo-5-chloro-1-((2-(trimethylsilyl)ethoxy)methyl)-1H-pyrrolo[2,3-b]pyridine